(1S,3S)-N1-(3-Methoxy-[2,3'-bipyridin]-6'-yl)-N3-(6-methyl-1,2,4-triazin-3-yl)cyclopentane-1,3-diamine COC=1C(=NC=CC1)C=1C=NC(=CC1)N[C@@H]1C[C@H](CC1)NC=1N=NC(=CN1)C